(6Z,9Z,28Z,31Z)-heptatriacont-6,9,28,31-tetraen-19-yl-4-(dimethylamino)butanoate CCCCC\C=C/C\C=C/CCCCCCCCC(CCCCCCCC\C=C/C\C=C/CCCCC)OC(CCCN(C)C)=O